10-bromo-4,6,8-trimethylundecyl octyloxymethyl ether C(CCCCCCC)OCOCCCC(CC(CC(CC(C)Br)C)C)C